Bicyclo[2.2.1]hept-5-ene-2-carboxylic acid, 2,2,2-trifluoro-1-(trifluoromethyl)ethyl ester C12C(CC(C=C1)C2)C(=O)OC(C(F)(F)F)C(F)(F)F